4-bromo-2-(2-bromophenoxy)benzonitrile BrC1=CC(=C(C#N)C=C1)OC1=C(C=CC=C1)Br